(S)-2-amino-4-((2-((4-fluorobenzyl)oxy)benzyl)(2-(2-fluorophenoxy)benzyl)amino)butanoic acid N[C@H](C(=O)O)CCN(CC1=C(C=CC=C1)OC1=C(C=CC=C1)F)CC1=C(C=CC=C1)OCC1=CC=C(C=C1)F